2-(4-((trimethylsilyl)oxy)pent-2-en-1-yl)cyclopentan-1-one C[Si](OC(C=CCC1C(CCC1)=O)C)(C)C